(R)-5-((2-(2-(2-azidoethoxy)ethoxy)ethoxy)methyl)-3-((3S,4R,5R,6R)-4,5-bis(benzyloxy)-6-((benzyloxy)methyl)tetrahydro-2H-pyran-3-yl)oxazolidin-2-one N(=[N+]=[N-])CCOCCOCCOC[C@H]1CN(C(O1)=O)[C@H]1CO[C@@H]([C@@H]([C@@H]1OCC1=CC=CC=C1)OCC1=CC=CC=C1)COCC1=CC=CC=C1